(3-hydroxyphenyl)thienothiadiazole OC=1C=C(C=CC1)C1=CC2=C(N=NS2)S1